CC(=CC(=O)N)C 3-methyl-crotonamide